O1COCCC1 [1,3]dioxan